ethylenebis(4-benzoylbenzyldimethylammonium) dibromide [Br-].[Br-].C(C[N+](C)(C)CC1=CC=C(C=C1)C(C1=CC=CC=C1)=O)[N+](C)(C)CC1=CC=C(C=C1)C(C1=CC=CC=C1)=O